7-chloro-8-(((3-(hydroxymethyl)oxetan-3-yl)methyl)thio)-6-(trifluoromethyl)quinazoline-2,4(1H,3H)-dione ClC1=C(C=C2C(NC(NC2=C1SCC1(COC1)CO)=O)=O)C(F)(F)F